C(C)OC(CC(=O)C1=NN(C(=C1Br)C)C)=O 3-(4-bromo-1,5-dimethyl-1H-pyrazol-3-yl)-3-oxopropanoic acid ethyl ester